3-(3-chlorophenyl)-5-(1,2,3,4-tetrahydroisoquinolin-7-yl)-6,7-dihydro-1H-pyrazolo[4,3-c]pyridin-4-one ClC=1C=C(C=CC1)C1=NNC2=C1C(N(CC2)C2=CC=C1CCNCC1=C2)=O